(7R*)-4-(5-{5-[(1R)-1-hydroxyethyl]-2-methylpyridin-4-yl}-1H-pyrazole-3-carbonyl)-N-[(1r,4r)-4-hydroxy-4-(trifluoromethyl)cyclohexyl]-4-azaspiro[2.5]octane-7-carboxamide O[C@H](C)C=1C(=CC(=NC1)C)C1=CC(=NN1)C(=O)N1C2(CC2)C[C@@H](CC1)C(=O)NC1CCC(CC1)(C(F)(F)F)O |o1:22|